(E)-N'-(3,5-dimethoxybenzylidene)-6-(4-hydroxyphenyl)pyrazine-2-carbohydrazide COC=1C=C(\C=N\NC(=O)C2=NC(=CN=C2)C2=CC=C(C=C2)O)C=C(C1)OC